C1(CCCCC1)NC1=C2C(=NC(=N1)NC1=C(C=C(C=C1)N1CCOCC1)OC)NN=C2C2=CN=CN2 N4-cyclohexyl-3-(1H-imidazol-5-yl)-N6-(2-methoxy-4-morpholinophenyl)-1H-pyrazolo[3,4-d]pyrimidine-4,6-diamine